ONC(C[C@@H](CC1=CC2=CC=CC=C2C=C1)N1N=NC(=C1)CNC(=O)C1N(CCOC1)C(=O)OC(C)(C)C)=O tert-butyl 3-[[1-[(1R)-3-(hydroxyamino)-1-(2-naphthylmethyl)-oxo-propyl]triazol-4-yl]methyl carbamoyl]morpholine-4-carboxylate